2-fluoro-3-methyl-6-nitrobenzaldehyde FC1=C(C=O)C(=CC=C1C)[N+](=O)[O-]